C(C)OC(=O)C=1N(C2=CC=C(C=C2C1C)S(=O)(=O)Cl)C 5-(chlorosulfonyl)-1,3-dimethyl-1H-indole-2-carboxylic acid ethyl ester